BrC=1C=C(C=CC1)NC(=O)C=1NC=CC1 N-(3-bromophenyl)-1H-pyrrole-2-carboxamide